C(#N)C=1C=CC(=C2C=CC=NC12)N1C[C@@H](O[C@@H](C1)C)C(=O)NC[C@H]1CN(CCO1)C (2R,6R)-4-(8-cyanoquinolin-5-yl)-6-methyl-N-(((S)-4-methylmorpholin-2-yl)methyl)morpholine-2-carboxamide